BrC=1C=C(NCC23CCC(CC2)(CC3)C3=CC(=NN3C)C3(CC3)F)C=CC1 3-bromo-N-((4-(3-(1-fluorocyclopropyl)-1-methyl-1H-pyrazol-5-yl)bicyclo[2.2.2]octan-1-yl)methyl)aniline